(R)-6,7-dichloro-3-methyl-2-(1-(2-morpholinoethyl)piperidin-3-yl)quinazolin-4(3H)-one ClC=1C=C2C(N(C(=NC2=CC1Cl)[C@H]1CN(CCC1)CCN1CCOCC1)C)=O